C(\C=C/C(=O)O)(=O)O.ClC=1C=C(C=CC1Cl)CC(=O)C1(NCCC=2C(=CC=CC12)O)CN1CCCC1 [(3,4-dichlorophenyl)acetyl]-1,2,3,4-tetrahydro-1-(1-pyrrolidinyl-methyl)-5-isoquinolinol maleate